ONC(C1=CC=C(C=C1)N1CCCC1)=N N-hydroxy-4-(pyrrolidin-1-yl)benzimidamide